8-[6-[[tert-butyl(dimethyl)silyl]-oxymethyl]-3-pyridyl]-5-[(5-fluoro-2,3-dihydrobenzofuran-4-yl)methylamino]imidazo[1,2-c]pyrimidine-2-carbonitrile [Si](C)(C)(C(C)(C)C)OCC1=CC=C(C=N1)C=1C=2N(C(=NC1)NCC1=C(C=CC3=C1CCO3)F)C=C(N2)C#N